6-(2-methylphenylethoxy)-1-(2-((tetrahydro-2H-pyran-2-yl)oxy)ethyl)-1H-indole CC1=C(C=CC=C1)CCOC1=CC=C2C=CN(C2=C1)CCOC1OCCCC1